CN(CCS(=O)(=O)[O-])C.C(C=C)(=O)N.[Na+] sodium acrylamide dimethyl-taurate